C1(CC1)C(=C)C1=CC=C2C(C(CO2)C)=C1O 5-(1-cyclopropylvinyl)-3-methyl-2,3-dihydrobenzofuran-4-ol